C(CCC)OC1=NC(=C(C(=N1)O)[N+](=O)[O-])O 2-butoxy-5-nitropyrimidine-4,6-diol